(S)-1'-(6-amino-5-(2-chloro-3-methylphenyl)pyrazin-2-yl)-6-bromo-1,3-dihydrospiro[indene-2,4'-piperidin]-1-amine NC1=C(N=CC(=N1)N1CCC2(CC1)[C@@H](C1=CC(=CC=C1C2)Br)N)C2=C(C(=CC=C2)C)Cl